N-(6-methyl-3-oxo-2,3-dihydro-1,2,4-triazin-4(5H)-yl)thiophene-2-sulfonamide CC=1CN(C(NN1)=O)NS(=O)(=O)C=1SC=CC1